C12ON(C(C=C1)CC2)C(=O)C=2SC=CC2 (2-oxa-3-azabicyclo[2.2.2]oct-5-en-3-yl)(thiophen-2-yl)methanone